CC(CCCC)CCCCCCCCCCCCCCCCCCCCCCCCCCCCCC 5-methyl-pentatriacontane